2-((3-((2-(dimethylamino)ethyl)(methyl)amino)phenyl)amino)-5-ethynyl-8-methylpyrido[2,3-d]pyrimidin-7(8H)-one CN(CCN(C=1C=C(C=CC1)NC=1N=CC2=C(N1)N(C(C=C2C#C)=O)C)C)C